(2,6-dimethylpyrimidin-4-yl)benzamide CC1=NC(=CC(=N1)C1=C(C(=O)N)C=CC=C1)C